ortho-tert.Butylcyclohexyl acetate C(C)(=O)OC1C(CCCC1)C(C)(C)C